FC1=C(C=CC=C1)C1=CN=CC(=N1)C(=O)N 6-(2-fluorophenyl)-pyrazine-2-carboxamide